7-chloro-1,1-dimethyl-4-nitro-3-oxoisoindoline-2-carboxylic acid tert-butyl ester C(C)(C)(C)OC(=O)N1C(C2=C(C=CC(=C2C1=O)[N+](=O)[O-])Cl)(C)C